C(C)(=O)N[C@H](C(=O)NC1=CC=C(C=C1)[N+](=O)[O-])CCCCN (2S)-2-(acetylamino)-6-amino-N-(4-nitrophenyl)-hexanamide